1,1'-(2-(3-methoxyphenyl)propane-1,3-diyl)bis(7-methoxy-4,9-dihydro-3H-pyrido[3,4-b]indole) COC=1C=C(C=CC1)C(CC1=NCCC2=C1NC1=CC(=CC=C21)OC)CC2=NCCC1=C2NC2=CC(=CC=C12)OC